C(C)OC(=O)C1=C(SC(=C1C)C#N)NC(=O)NC(C(=O)OC(C)(C)C)(C)C 2-(3-(1-(tert-butoxy)-2-methyl-1-oxoprop-2-yl)ureido)-5-cyano-4-methylthiophene-3-carboxylic acid ethyl ester